C1(=CC=CC=C1)O monophenyl alcohol